C(\C=C(/C)\CCC=C(C)C)OP(O)(=O)OP(=O)(O)O.NC=1N=C(SC1C(=O)C=1C=NC(=CC1)C(F)(F)F)N(C1=CC(=C(C=C1)F)F)[C@H](C(=O)N)C (S)-2-(N-[4-amino-5-[6-(trifluoromethyl)pyridine-3-carbonyl]thiazol-2-yl]-3,4-difluoro-anilino)propanamide GERANYL-PYROPHOSPHATE